NATRIUM OCTENYL-SUCCINAT C(=CCCCCCC)C(C(=O)[O-])CC(=O)[O-].[Na+].[Na+]